3-((1-((4,6-dimethyl-2-oxo-1,2-dihydropyridin-3-yl)methyl)-6-oxo-4-(1,1,2,2-tetrafluoroethyl)-1,6-dihydropyrimidin-5-yl)oxy)-2,5-dimethylbenzonitrile CC1=C(C(NC(=C1)C)=O)CN1C=NC(=C(C1=O)OC=1C(=C(C#N)C=C(C1)C)C)C(C(F)F)(F)F